C(C)N1C=C(C2=C(C=CC=C12)CC1=CC=C(C=C1)C(F)(F)F)C(=O)OC methyl 1-ethyl-4-[[4-(trifluoromethyl)phenyl]methyl]indole-3-carboxylate